1-(7-(3-methoxyphenoxy)-2-methylbenzofuran-3-yl)-N-methyl-methylamine COC=1C=C(OC2=CC=CC=3C(=C(OC32)C)CNC)C=CC1